C(C)O[C@H]1CC[C@H](CC1)NC1=NN2C(C=N1)=C(C=C2)C2=CC=C1C(=N2)N(C(=N1)C)CC N-(cis-4-ethoxycyclohexyl)-5-(3-ethyl-2-methyl-3H-imidazo[4,5-b]pyridin-5-yl)pyrrolo[2,1-f][1,2,4]triazin-2-amine